Iodonium nonafluorobutanesulfonate Antimony Triiodide [Sb](I)(I)I.FC(C(C(C(S(=O)(=O)[O-])(F)F)(F)F)(F)F)(F)F.[IH2+]